(Z)-3-amino-1,3-dicyclohexylprop-2-en-1-one N\C(=C/C(=O)C1CCCCC1)\C1CCCCC1